FC=1C=C(OCC(=O)NC23COC(CC2)(CC3)C=3OC(=NN3)C3(CCC3)OC(F)(F)F)C=CC1F 2-(3,4-Difluorophenoxy)-N-[1-[5-[3-cis-(trifluoromethoxy)cyclobutyl]-1,3,4-oxadiazol-2-yl]-2-oxabicyclo[2.2.2]oct-4-yl]acetamide